2'-(phenoxymethyl)-[1,1'-biphenyl]-2-sulfonamide O(C1=CC=CC=C1)CC1=C(C=CC=C1)C=1C(=CC=CC1)S(=O)(=O)N